C12C(C(C(C=C1)C=C2)=O)=O bicyclo[2.2.2]oct-5,7-diene-2,3-dione